nitroglycerin C(C(CO[N+](=O)[O-])O[N+](=O)[O-])O[N+](=O)[O-]